BrC1=CC=C2C(=NC(=NC2=C1C)NC(=N)N)C 1-(7-bromo-4,8-dimethylquinazolin-2-yl)guanidine